OC=1C=C(C=CC1)CC(=O)O 2-(3-hydroxyphenyl)acetic acid